2-bromo-1-(2-chloro-1,6-naphthyridin-7-yl)ethan-1-one BrCC(=O)C1=NC=C2C=CC(=NC2=C1)Cl